5-amino-2-[[(2S)-4,4-difluoropyrrolidin-2-yl]methyl]-8-(2,6-dimethyl-4-pyridyl)-7-phenyl-[1,2,4]triazolo[4,3-c]pyrimidin-3-one NC1=NC(=C(C=2N1C(N(N2)C[C@H]2NCC(C2)(F)F)=O)C2=CC(=NC(=C2)C)C)C2=CC=CC=C2